(3R)-3-({7-bromo-2-[1-(cyclopropylmethyl)-1H-pyrazol-4-yl][1,2,4]triazolo[1,5-c]quinazolin-5-yl}amino)azepin-2-one 3-(tert-butyl)4-methyl-pyridine-3,4-dicarboxylate C(C)(C)(C)C1(C=NC=CC1(C(=O)O)C)C(=O)O.BrC1=CC=CC=2C=3N(C(=NC12)NC=1C(N=CC=CC1)=O)N=C(N3)C=3C=NN(C3)CC3CC3